({6-[(1,3-benzothiazol-2-yl)amino]-4,5-dimethylpyridazin-3-yl}amino)-5-(1-{[1-(3-methoxypropyl)cyclooctyl]methyl}-5-methyl-1H-pyrazol-4-yl)-1,3-thiazole-4-carboxylic acid S1C(=NC2=C1C=CC=C2)NC2=C(C(=C(N=N2)NC=2SC(=C(N2)C(=O)O)C=2C=NN(C2C)CC2(CCCCCCC2)CCCOC)C)C